[Li+].C1(=C2N(C=N1)CCC2)C(C(NC=2SC=CN2)=O)N2CC1=C(C=C(C=C1C2=O)C2=CC=C(OC1CCN(CC1)C(C(=O)[O-])=O)C=C2)F 2-[4-[4-[2-[1-(6,7-dihydro-5H-pyrrolo[1,2-c]imidazol-1-yl)-2-oxo-2-(thiazol-2-ylamino)ethyl]-7-fluoro-3-oxo-isoindolin-5-yl]phenoxy]-1-piperidinyl]-2-oxo-acetic acid lithium salt